CCCCCCCCCCCCCCCC(=O)O[C@H](CO/C=C\\CCCCCCCCCCCCCC)COP(=O)([O-])OCC[N+](C)(C)C The molecule is a 1-(Z)-alk-1-enyl-2-acyl-sn-glycero-3-phosphocholine in which the alk-1-enyl and acyl groups are specified as (1Z)-hexadecenyl and hexadecanoyl respectively. It derives from a hexadecanoic acid.